3-chloro-5-((6-oxo-1-((6-oxo-5-(2,3,4-trifluorophenyl)-1,6-dihydropyridazin-3-yl)methyl)-4-(trifluoromethyl)-1,6-dihydropyrimidin-5-yl)oxy)benzonitrile ClC=1C=C(C#N)C=C(C1)OC1=C(N=CN(C1=O)CC1=NNC(C(=C1)C1=C(C(=C(C=C1)F)F)F)=O)C(F)(F)F